1-(4-(1-isopropyl-6-((4-methylthiazol-2-yl)amino)-1H-pyrrolo[3,2-c]pyridin-4-yl)-3,6-dihydropyridin-1(2H)-yl)prop-2-en-1-one C(C)(C)N1C=CC=2C(=NC(=CC21)NC=2SC=C(N2)C)C=2CCN(CC2)C(C=C)=O